N1C(CCC2=CC=C3C(=C12)C=CC=C3)=O 3,4-Dihydrobenzo[H]quinolin-2(1H)-one